CC(C(=O)NC1C(CN(CC1)C(=O)OC(C)(C)C)CC)(COC1=NC=CC=C1OC(F)(F)F)C tert-butyl 4-(2,2-dimethyl-3-((3-(trifluoromethoxy) pyridin-2-yl) oxy) propanamido)-3-ethylpiperidine-1-carboxylate